COC1=CC=C(C=C1)C1C(N(CCO1)C(=O)NCCCCC)(C)C (4-methoxyphenyl)-3,3-dimethyl-N-pentylmorpholine-4-carboxamide